2,3-dimethyl-5,6-diisopropylpyrazine CC1=NC(=C(N=C1C)C(C)C)C(C)C